O=C(C(=O)OCCC(CCCC(C)(C)O)C)C1=CC=CC=C1 7-hydroxy-3,7-dimethyloctyl 2-oxo-2-phenylacetate